(6S,9S,12S,15S,18R,19R)-9-(aminomethyl)-12-cyclohexyl-19-hexyl-16,18-dimethyl-15-propyl-6-[(1S)-1-hydroxyethyl]-1-oxa-4,7,10,13,16-pentazacyclononadecane-2,5,8,11,14,17-hexone NC[C@H]1C(N[C@H](C(NCC(O[C@@H]([C@H](C(N([C@H](C(N[C@H](C(N1)=O)C1CCCCC1)=O)CCC)C)=O)C)CCCCCC)=O)=O)[C@H](C)O)=O